4-Bromo-5-(3-bromopropyl)-6-chloro-1-(tetrahydro-2H-pyran-2-yl)-1H-indazole BrC1=C2C=NN(C2=CC(=C1CCCBr)Cl)C1OCCCC1